1-(3-chloro-2-hydroxy-4-methoxy-phenyl)ethanone ClC=1C(=C(C=CC1OC)C(C)=O)O